C1(CC1)C=1C=C(C=2N(C1)C=C(N2)CNC2=CC=C1C=CC(=NC1=C2)[C@@H]2[C@H](C2)C2=NC=CC(=N2)C)N2C(N(C(C2)=O)C2COC2)=O |o1:24,25| (6-cyclopropyl-2-(((2-((1S*,2S*)-2-(4-methylpyrimidin-2-yl)cyclopropyl)quinolin-7-yl)amino)methyl)imidazo[1,2-a]pyridin-8-yl)-3-(oxetan-3-yl)imidazolidine-2,4-dione